(1-methyl-1H-pyrazolo[3,4-b]pyridin-4-yl)-5-(trifluoromethyl)-3-azabicyclo[3.1.0]hexane-1-carboxylic acid CN1N=CC=2C1=NC=CC2C2C1(CC1(CN2)C(F)(F)F)C(=O)O